OC1=C(C=O)C=C(C(=C1)OC)C=1C(=NC(=NC1)NC1=C(C=C(C=C1)N1CCC(CC1)N1CCN(CC1)C)OC)NC1=CC=CC=C1 2-hydroxy-4-methoxy-5-[2-({2-methoxy-4-[4-(4-methylpiperazin-1-yl)piperidin-1-yl]phenyl}amino)-4-(phenylamino)pyrimidin-5-yl]benzaldehyde